1-(2-bromoethyl)-1H-1,2,4-triazole BrCCN1N=CN=C1